C(C)(C)C=1C(=CC(=C(C1)N(C1=CC=C(C=N1)C(=O)O)C(C)C)C)C1CC1 6-[(5-isopropyl-4-cyclopropyl-2-methylphenyl)(propan-2-yl)amino]pyridine-3-carboxylic Acid